[(R)-[3,4-bis(methoxymethoxy)phenyl][(2R)-oxiran-2-yl]methoxy](tert-butyl)dimethylsilane COCOC=1C=C(C=CC1OCOC)[C@@H](O[Si](C)(C)C(C)(C)C)[C@@H]1OC1